5-methyl-N-(pyridin-4-ylmethyl-d2)pyridazine-3-carboxamide CC=1C=C(N=NC1)C(=O)NC([2H])([2H])C1=CC=NC=C1